N1CCCC12CN(CC2)C2=NC=CC=C2 (1,7-diazaspiro[4.4]nonan-7-yl)pyridin